FC(OC=1C=C(C=CC1F)C=1C=C2C(=NC1)C=NN2CC2=NC=CN=C2)F 6-[3-(Difluoromethoxy)-4-fluoro-phenyl]-1-(pyrazin-2-ylmethyl)pyrazolo[4,3-b]pyridine